4-((1R,5S)-3,8-diazabicyclo[3.2.1]octan-3-yl)-7-(3-chloro-2-cyclopropylphenyl)-2-((2-fluorotetrahydro-1H-pyrrolizin-7a(5H)-yl)methoxy)-5,6,7,8-tetrahydropyrido[3,4-d]pyrimidine [C@H]12CN(C[C@H](CC1)N2)C=2C1=C(N=C(N2)OCC23CCCN3CC(C2)F)CN(CC1)C1=C(C(=CC=C1)Cl)C1CC1